C(C)(C)C1=CC=C(C=C1)C1=CC(=C(C=2CCOC21)S(=O)(=O)C)NCC(C(=O)O)=C 2-(((7-(4-Isopropylphenyl)-4-(methylsulfonyl)-2,3-dihydrobenzofuran-5-yl)amino)methyl)acrylic acid